(S)-7-(dimethylphosphoryl)-3-(2-((6,6-dimethylpiperidin-3-yl)amino)-5-(trifluoromethyl)-pyrimidin-4-yl)-1H-indole-6-carbonitrile CP(=O)(C)C=1C(=CC=C2C(=CNC12)C1=NC(=NC=C1C(F)(F)F)N[C@@H]1CNC(CC1)(C)C)C#N